C(C)OC(=O)C=1C=NC=2C=C(C(NC2C1)=O)C1OCCC1 6-oxo-7-(oxolan-2-yl)-5H-1,5-naphthyridine-3-carboxylic acid ethyl ester